The molecule is an unsaturated fatty acyl-CoA that results from the formal condensation of the thiol group of coenzyme A with the carboxy group of trans-2-heptadecenoic acid. It is a long-chain fatty acyl-CoA, a trans-2-enoyl-CoA, an 11,12-saturated fatty acyl-CoA and a monounsaturated fatty acyl-CoA. It is a conjugate acid of a trans-2-heptadecenoyl-CoA(4-). CCCCCCCCCCCCCC/C=C/C(=O)SCCNC(=O)CCNC(=O)[C@@H](C(C)(C)COP(=O)(O)OP(=O)(O)OC[C@@H]1[C@H]([C@H]([C@@H](O1)N2C=NC3=C(N=CN=C32)N)O)OP(=O)(O)O)O